(2RS)-7-(Imidazo[1,2-a]pyridin-6-ylmethoxy)-N-(2-oxo-2-pyrrolidin-1-yl-ethyl)-N-[(10S)-spiro[4.5]decan-10-yl]chromane-2-carboxamide N=1C=CN2C1C=CC(=C2)COC2=CC=C1CC[C@@H](OC1=C2)C(=O)N([C@H]2CCCCC21CCCC1)CC(N1CCCC1)=O |&1:17|